CP(=O)(C)C=1C(=CC=C2C(=CNC12)C1=NC(=NC=C1C(F)(F)F)N[C@@H]1CNC(CC1)(C)C)C#N (S)-7-(dimethylphosphoryl)-3-(2-((6,6-dimethylpiperidin-3-yl)amino)-5-(trifluoromethyl)pyrimidin-4-yl)-1H-indole-6-carbonitrile